2-(4-(2-(2-(2,6-dioxopiperidin-3-yl)-1-oxoisoindolin-5-yl)acetyl)piperazin-1-yl)acetamide tert-butyl-3-amino-2,2-dimethylpropanoate C(C)(C)(C)OC(C(CN)(C)C)=O.O=C1NC(CCC1N1C(C2=CC=C(C=C2C1)CC(=O)N1CCN(CC1)CC(=O)N)=O)=O